C1(=CC=CC=C1)C1=CC=CC=2NC3=CC=CC=C3C12 4-phenylcarbazol